FC(C=1C(=NC=C(C1)C(F)(F)F)C(C(=O)OC(C)(C)C)C(=O)OC)(F)F O1-tert-butyl O3-methyl 2-[3,5-bis(trifluoromethyl)-2-pyridyl]propanedioate